F[C@@H]1CN(CC[C@@H]1NC1=NC=C(C(=N1)C1=CC(=CS1)C(=O)N)C(F)(F)F)S(=O)(=O)C=1C=NN(C1)C 5-(2-(((3R,4S)-3-fluoro-1-((1-methyl-1H-pyrazol-4-yl)sulfonyl)piperidin-4-yl)amino)-5-(trifluoromethyl)pyrimidin-4-yl)thiophene-3-carboxamide